C(C)(C)C1=C(C=C(C=C1)C)N1/C(/SCC1=O)=N/C(=O)NC1=C(C=C(C=C1)C1=NN(C=N1)C1=CC=C(C=C1)OC(C(F)(F)F)(F)F)C (Z)-1-(3-(2-isopropyl-5-methylphenyl)-4-oxothiazolidin-2-ylidene)-3-(2-methyl-4-(1-(4-(perfluoroethoxy)phenyl)-1H-1,2,4-triazol-3-yl)phenyl)urea